FC1(CCN(CC1)C(=O)OCC1=CC=C(C(=O)O)C=C1)CO 4-(4-fluoro-4-(hydroxymethyl)piperidine-1-carbonyloxy)methylbenzoic acid